3-((1-(3-bromophenyl)-3-methylcyclobutyl)methyl)-4-methyl-4H-1,2,4-triazole BrC=1C=C(C=CC1)C1(CC(C1)C)CC1=NN=CN1C